6-Chloro-3-[(1R)-1-[3,6-dimethyl-2-(2-methyl-1,3-benzoxazol-6-yl)-4-oxo-chromen-8-yl]ethoxy]pyridine-2-carboxamide ClC1=CC=C(C(=N1)C(=O)N)O[C@H](C)C=1C=C(C=C2C(C(=C(OC12)C1=CC2=C(N=C(O2)C)C=C1)C)=O)C